BrC1=NC=CC(=C1)CNC1=C2N=CN(C2=NC(=N1)C#CCCCC)[C@@H]1SC[C@H]([C@H]1O)O (2R,3R,4S)-2-[6-[(2-bromo-4-pyridyl)methylamino]-2-hex-1-ynyl-purin-9-yl]tetrahydrothiophene-3,4-diol